F[C@@]1(C[C@H](O)[C@@H](CO)O1)N1C(=O)NC(=O)C=C1 desoxyfluorouridine